2-(3,5-dimethylisoxazol-4-yl)malonic acid CC1=NOC(=C1C(C(=O)O)C(=O)O)C